5-chloro-1'-(2-{[2-(3-hydroxyazetidin-1-yl)pyrimidin-5-yl]oxy}ethyl)-1,2-dihydrospiro[indole-3,4'-piperidin]-2-one ClC=1C=C2C(=CC1)NC(C21CCN(CC1)CCOC=1C=NC(=NC1)N1CC(C1)O)=O